ClC1=NC2=CC(=CC(=C2C=C1)F)C 2-chloro-5-fluoro-7-methylquinoline